C(C)OC1=CC=C(C=C1)N1[C@@H]2CN(C[C@H](C1)CC2(C)C)C(=O)C2=NC=CC=C2 ((1S,5S)-6-(4-ethoxyphenyl)-9,9-dimethyl-3,6-diazabicyclo[3.2.2]non-3-yl)(pyridin-2-yl)methanone